FC1=CC(=NC=C1)NC([O-])=O (4-fluoro-2-pyridyl)carbamate